ClC1=CC=C(C=N1)CN(C(=N)N)[N+](=O)[O-] 1-[(6-chloropyridin-3-yl)methyl]-1-nitroguanidine